N-[(2S,3R,4S)-2-[(2,3'-difluoro-5'-methyl[1,1'-biphenyl]-3-yl)methyl]-4-fluoro-1-(oxetane-2-carbonyl)pyrrolidin-3-yl]cyclopropanesulfonamide FC1=C(C=CC=C1C[C@@H]1N(C[C@@H]([C@@H]1NS(=O)(=O)C1CC1)F)C(=O)C1OCC1)C1=CC(=CC(=C1)C)F